C(C)OC(=O)C1=CC(CC(C1)N)OC(CC)CC 5-amino-3-(1-ethyl-propoxy)-1-cyclohexene-1-carboxylic acid ethyl ester